1,1,1,3,3,3-hexachloro-2-ethyl-1,3-disilapropane Cl[Si](C([Si](Cl)(Cl)Cl)CC)(Cl)Cl